OCC=1C=CC2=C(SC(=C2)C(=O)O)C1 6-(hydroxymethyl)benzo[b]thiophene-2-carboxylic acid